NC1=CC(C(NC1=NC=1C(=NN2C1C=CC(=C2C)C)OCCOCCOCC)=NC=2C(=NN1C2C=CC(=C1C)C)OCCOCCOCC)=N N,N'-(5-amino-3-iminopyridine-2,6(1H,3H)-diylidene)bis{2-[2-(2-ethoxyethoxy)ethoxy]-6,7-dimethylpyrazolo[1,5-a]pyridin-3-amine}